5-trimethylsilyl-1-t-butylcyclopentadiene C[Si](C1C=CC=C1C(C)(C)C)(C)C